(E)-N'-(1-(pyridine-4-yl)ethylidene)azetidine-1-carbothiohydrazide N1=CC=C(C=C1)\C(\C)=N\NC(=S)N1CCC1